6-(benzyloxy)-2-(2-(methoxymethyl)-7-methylquinoxalin-5-yl)-4-methylbenzo[d]thiazole C(C1=CC=CC=C1)OC1=CC2=C(N=C(S2)C2=C3N=CC(=NC3=CC(=C2)C)COC)C(=C1)C